8-Fluoro-1-(4-methoxybenzyl)-3,4-dihydroquinolin-2(1H)-one FC=1C=CC=C2CCC(N(C12)CC1=CC=C(C=C1)OC)=O